BrC=1C=CC(=NC1)N/C=C/C(=O)C=1SC=CC1 (E)-3-((5-bromopyridin-2-yl)amino)-1-(thiophen-2-yl)prop-2-en-1-one